Methyl 2-benzyl-8-((1-propyl-1H-indol-3-yl)methyl)-2,8-diazaspiro[4.5]decane-4-carboxylate C(C1=CC=CC=C1)N1CC2(C(C1)C(=O)OC)CCN(CC2)CC2=CN(C1=CC=CC=C21)CCC